1-methyl-1,2,3,4-tetrahydroisoquinoline-6-carbonitrile CC1NCCC2=CC(=CC=C12)C#N